(S)-4-(1-acetyl-2-methyl-1,2,3,4-tetrahydroquinolin-6-yl)benzoic acid C(C)(=O)N1[C@H](CCC2=CC(=CC=C12)C1=CC=C(C(=O)O)C=C1)C